S1C=NC2=C1C=CC(=C2)CN(C(C(=O)O)=O)[C@H](C)C2CCCCC2 (R)-2-((benzo[d]thiazol-5-ylmethyl)(1-cyclohexylethyl)amino)-2-oxoacetic acid